N[C@H](CC=1N=NN(N1)COCC[Si](C)(C)C)C (2S)-2-amino-1-(2-((2-(trimethylsilyl)ethoxy)methyl)-2H-tetrazol-5-yl)propane